ClC=1C=C2C(=NC(=NC2=C(C1C1=C(C(=CC(=N1)N)C)C(F)(F)F)F)OCC1(CC1)CN1CC(C1)F)N1CC2CCC(C1)N2 6-(6-chloro-4-{3,8-diazabicyclo[3.2.1]octan-3-yl}-8-fluoro-2-({1-[(3-fluoroazetidin-1-yl)methyl]cyclopropyl}methoxy)quinazolin-7-yl)-4-methyl-5-(trifluoromethyl)pyridin-2-amine